Ethylen-bis(oxyethylen)-bis-(3-(5-tert-butyl-4-hydroxy-m-tolyl)propionat) C(COCCC(C(=O)[O-])CC=1C=C(C=C(C1O)C(C)(C)C)C)OCCC(C(=O)[O-])CC=1C=C(C=C(C1O)C(C)(C)C)C